(S)-2-(methylamino)-3-(meta-tolyl)propanoic acid CN[C@H](C(=O)O)CC=1C=C(C=CC1)C